(2R,3R)-5,7-dihydroxy-4-oxo-2-(3,4,5-trihydroxyphenyl)chroman-3-yl ((dimethylamino)methyl) hydrogen phosphate P(=O)(O[C@@H]1[C@H](OC2=CC(=CC(=C2C1=O)O)O)C1=CC(=C(C(=C1)O)O)O)(OCN(C)C)O